C(CCCCCCCCCCC)OS(=O)(=O)[O-] Lauryl-Sulfat